NC1=NC2=CC(=CN=C2C(=C1)N[C@@](CO)(CCCC)C)C=1C=NC(=NC1)N1CCCC1 (R)-2-((2-amino-7-(2-(pyrrolidin-1-yl)pyrimidin-5-yl)-1,5-naphthyridin-4-yl)amino)-2-methylhexan-1-ol